6'-chloro-4'-fluoro-5-((4-methylpiperazin-1-yl)sulfonyl)-2,3'-bipyridine ClC1=CC(=C(C=N1)C1=NC=C(C=C1)S(=O)(=O)N1CCN(CC1)C)F